ClC1=C(CNC(=O)C2=CN(C3=NC(=C(C=C3C2=O)F)N2C[C@H]([C@@H](C2)O)O)C2=C(C=C(C=C2F)F)F)C(=CC=C1)Cl N-(2,6-dichlorobenzyl)-7-[(3R,4R)-3,4-dihydroxypyrrolidin-1-yl]-6-fluoro-4-oxo-1-(2,4,6-trifluorophenyl)-1,4-dihydro-1,8-naphthyridine-3-carboxamide